4-nitro-2-(prop-1-en-2-yl)pyridine [N+](=O)([O-])C1=CC(=NC=C1)C(=C)C